monoethoxytitanium tris(ethylacetoacetate) C(C)CC(CC(=O)[O-])=O.C(C)CC(CC(=O)[O-])=O.C(C)CC(CC(=O)[O-])=O.C(C)O[Ti+3]